1-(bromomethyl)-1-methylcyclohexane BrCC1(CCCCC1)C